BrC1=CC=C(C=C1)C12C(C3=C(C=NC=C3OC)O1)(C1C(C2C2=CC=CC=C2)CC(O1)=O)O 4a-(4-bromophenyl)-9b-hydroxy-9-methoxy-4-phenyl-3,3a,4,4a,9b,9c-hexahydro-2H-furo[3'',2'':4',5']cyclopenta[1',2':4,5]furo[2,3-c]pyridin-2-one